(12R,14S)-4-(benzyloxy)-12-ethoxy-7-(2-nitrobenzenesulfonyl)-16-oxa-7,10,20,21,24-pentaazapentacyclo[15.5.2.12,6.010,14.020,23]pentacosa-1(23),2,4,6(25),17(24),18,21-heptaen-11-one C(C1=CC=CC=C1)OC=1C=C2C=3C=NN4C=CC(OC[C@@H]5C[C@H](C(N5CCN(C(C1)=C2)S(=O)(=O)C2=C(C=CC=C2)[N+](=O)[O-])=O)OCC)=NC34